NC(C(CC=1C(NC=2CCC(CC2C1)(F)F)=O)NC(OC(C)(C)C)=O)=O tert-Butyl (1-amino-3-(6,6-difluoro-2-oxo-1,2,5,6,7,8-hexahydroquinolin-3-yl)-1-oxopropan-2-yl)carbamate